tert-butyl 5-((2'-(pyrrolo[3,4-c]pyrazol-5(2H,4H,6H)-yl)-[2,4'-bipyrimidin]-4-yl)ethynyl)-1H-indazole-1-carboxylate N=1NC=C2C1CN(C2)C2=NC=CC(=N2)C2=NC=CC(=N2)C#CC=2C=C1C=NN(C1=CC2)C(=O)OC(C)(C)C